6-[1-[2-[(3S,4S)-3,4-dihydroxypyrrolidin-1-yl]-2-oxo-ethyl]pyrazol-4-yl]-2-[(2S)-2-methylazetidin-1-yl]-4-(trifluoromethyl)pyridine-3-carbonitrile O[C@H]1CN(C[C@@H]1O)C(CN1N=CC(=C1)C1=CC(=C(C(=N1)N1[C@H](CC1)C)C#N)C(F)(F)F)=O